nitroso-N-acetyl-cysteamine (R)-1-(2-chloropyridin-3-yl)ethyl-(4-(5-aminopyrazin-2-yl)-1-methyl-1H-1,2,3-triazol-5-yl)carbamate ClC1=NC=CC=C1[C@@H](C)N(C(O)=O)C1=C(N=NN1C)C1=NC=C(N=C1)N.N(=O)N(CCS)C(C)=O